(3R)-pyrrolidin-3-ylmethanol N1C[C@@H](CC1)CO